3-(sec-butyl)-N-(1-(methylamino)-1-oxopropan-2-yl)-2-oxo-1,2,3,5-tetrahydro-4H-benzo[1,4]diazepine-4-carboxamide C(C)(CC)C1C(NC2=C(CN1C(=O)NC(C(=O)NC)C)C=CC=C2)=O